tert-butyl (1R,5S,6r)-6-(4-acetyl-6-chloro-1-cyclopropyl-7-fluoro-1H-pyrazolo[4,3-c]pyridin-3-yl)-3-azabicyclo[3.1.0]hexane-3-carboxylate C(C)(=O)C1=NC(=C(C2=C1C(=NN2C2CC2)C2[C@H]1CN(C[C@@H]21)C(=O)OC(C)(C)C)F)Cl